F\C(=C/C1=CC=C(C(=C1N1CC2(CCC1)CCN(CC2)CCOC)C(F)(F)F)OC2=CC=CC=C2)\C2=NC=CC(=N2)C2=CN=NC=C2 (Z)-2-(6-(2-Fluoro-2-(4-(pyridazin-4-yl)pyrimidin-2-yl)vinyl)-3-phenoxy-2-(trifluoromethyl)phenyl)-9-(2-methoxyethyl)-2,9-diazaspiro[5.5]undecane